Cl.CO[C@@H]1CC[C@H](CC1)N trans-4-methoxycyclohexylamine hydrochloride